OCC1CCC(CC1)N(C(OC(C)(C)C)=O)C Tert-butyl ((1r,4r)-4-(hydroxymethyl)cyclohexyl)(methyl)carbamate